C1(CC1)C(CNC(=O)C1=NN(C(N1)=O)C)CC1=CC=CC=C1 N-(2-cyclopropyl-3-phenylpropyl)-1-methyl-5-oxo-4H-1,2,4-triazole-3-carboxamide